NCCOCCOC(C(=O)O)C 2-[2-(2-aminoethoxy)-ethoxy]-propionic acid